N-(4-methoxybenzyl)-N-(6-morpholino-3-(trifluoromethyl)imidazo[1,2-b]Pyridazin-8-yl)Glycine COC1=CC=C(CN(CC(=O)O)C=2C=3N(N=C(C2)N2CCOCC2)C(=CN3)C(F)(F)F)C=C1